C(C1=CC=CC=C1)N1S(C2=C(C3=C1C=CC(=C3)OC)C=C(C(=C2)OC)OC)(=O)=O 6-benzyl-2,3,9-trimethoxy-6H-dibenzo[c,e][1,2]thiazine 5,5-dioxide